GALACTOFURANOSE OC1[C@H](O)[C@@H](O)[C@@H](O1)[C@H](O)CO